tert-butyl (2R,5S)-5-[2-(4-chloro-3-fluorophenoxy)acetamido]-2-{N-[1-(2,2,2-trifluoroethyl)azetidine-3-carbonyl]hydrazinecarbonyl}piperidine-1-carboxylate ClC1=C(C=C(OCC(=O)N[C@H]2CC[C@@H](N(C2)C(=O)OC(C)(C)C)C(=O)N(N)C(=O)C2CN(C2)CC(F)(F)F)C=C1)F